racemic-triazole N1N=NC=C1